3-allyloxypropyl-chlorosilane C(C=C)OCCC[SiH2]Cl